tert-butyl 3-phenyl-2-(4-methylphenylsulfonylamino)-3-bromopropionate C1(=CC=CC=C1)C(C(C(=O)OC(C)(C)C)NS(=O)(=O)C1=CC=C(C=C1)C)Br